lithium arsenic hexafluorophosphate F[P-](F)(F)(F)(F)F.[As+3].[Li+].F[P-](F)(F)(F)(F)F.F[P-](F)(F)(F)(F)F.F[P-](F)(F)(F)(F)F